N=1C=NN2C1C=C(C=C2)OC2=CC(=C(C=C2Cl)NC2=NC=NC1=CC(=C(C=C21)NC(/C(=C\[C@@H]2N(CCC2)C)/F)=O)OC)OC (R,E)-N-(4-((4-([1,2,4]triazolo[1,5-a]pyridin-7-yloxy)-5-chloro-2-methoxyphenyl)amino)-7-methoxy-quinazolin-6-yl)-2-fluoro-3-(1-methylpyrrolidin-2-yl)acrylamide